7-{[5,5-dimethyl-8-(2-oxopyrrolidin-1-yl)-5H-chromeno[3,4-d]pyrimidin-3-yl]amino}-N-[2-(morpholin-4-yl)ethyl]-1H,2H,3H-pyrido[2,3-b][1,4]oxazine-1-carboxamide CC1(OC=2C=C(C=CC2C=2C1=NC(=NC2)NC2=CC1=C(OCCN1C(=O)NCCN1CCOCC1)N=C2)N2C(CCC2)=O)C